C/C=1/CC[C@@H]2C(C[C@H]2C(CC\C1)=C)(C)C (Z,1S,9R)-4,11,11-Trimethyl-8-methylenebicyclo[7.2.0]undec-4-ene